1,3-bis(4-hydroxyphenyl)-5-methyl-7-t-butyl-adamantane OC1=CC=C(C=C1)C12CC3(CC(CC(C1)(C3)C(C)(C)C)(C2)C)C2=CC=C(C=C2)O